3-(1-pyrrolyl)isothiazole N1(C=CC=C1)C1=NSC=C1